NC=1C=C(OC2=NC(=NC(=C2)C=2SC=CC2)NC=2C=C(C#N)C=CC2)C=CC1 3-((4-(3-aminophenoxy)-6-(thiophene-2-yl)pyrimidine-2-yl)amino)benzonitrile